1,3-bis(3-amino-α,α-bistrifluoromethylbenzyl)benzene NC=1C=C(C(C(F)(F)F)(C(F)(F)F)C2=CC(=CC=C2)C(C2=CC(=CC=C2)N)(C(F)(F)F)C(F)(F)F)C=CC1